(R,Z)-N-(3-isopropoxy-1-phenylpropyl)-4-(trifluoromethyl)benzimidoyl cyanide C(C)(C)OCC[C@H](C1=CC=CC=C1)\N=C(\C1=CC=C(C=C1)C(F)(F)F)/C#N